FC1=C(C=CC(=C1)C)C=1N(C(=CC1C(=O)OC)C1=C2C(=NC=C1)N(C=C2)S(=O)(=O)C2=CC=CC=C2)COCC[Si](C)(C)C Methyl 2-(2-fluoro-4-methylphenyl)-5-[1-(benzenesulfonyl)-1H-pyrrolo[2,3-b]pyridin-4-yl]-1-{[2-(trimethylsilyl) ethoxy] methyl}-1H-pyrrole-3-carboxylate